The molecule is an amino trisaccharide that is D-galactopyranose in which the hydroxy groups at posiitons 2 and 6 have been converted into the corresponding 2-acetamido-2-deoxy-beta-D-glucopyranosyl derivatives. It is an amino trisaccharide, a member of acetamides and a glucosamine oligosaccharide. It derives from a beta-D-GlcpNAc-(1->6)-D-Galp. CC(=O)N[C@@H]1[C@H]([C@@H]([C@H](O[C@H]1OC[C@@H]2[C@@H]([C@@H]([C@H](C(O2)O)O[C@H]3[C@@H]([C@H]([C@@H]([C@H](O3)CO)O)O)NC(=O)C)O)O)CO)O)O